3-((7-(2-methyl-6-(4H-1,2,4-triazol-3-yl)pyridin-3-yl)-2-oxo-3,4-dihydropyrazino[2,3-b]pyrazin-1(2H)-yl)methyl)benzonitrile CC1=NC(=CC=C1C1=CN=C2C(=N1)N(C(CN2)=O)CC=2C=C(C#N)C=CC2)C2=NN=CN2